(3R,4R)-4-((7-(2,2-difluorocyclopropyl)pyrrolo[2,1-f][1,2,4]triazin-2-yl)amino)-1-(methylsulfonyl)piperidin-3-ol FC1(C(C1)C1=CC=C2C=NC(=NN21)N[C@H]2[C@@H](CN(CC2)S(=O)(=O)C)O)F